2-(2-amino-3-hydroxyphenyl)-5-mercapto-1,3,4-oxadiazole NC1=C(C=CC=C1O)C=1OC(=NN1)S